C(C)(C)(C)OC(=O)N1C(CNCC1)C=1C=NN2C1C=CC(=C2)C2=NC=CC=C2 [6-(pyridin-2-yl)pyrazolo[1,5-a]pyridin-3-yl]piperazine-1-carboxylic acid tert-butyl ester